Bis(Thiourea) C(=S)(N)NNC(=S)N